2-((tert-Butyldimethylsilanyloxy)ethoxy)flavan-3,4-diol [Si](C)(C)(C(C)(C)C)OCCOC1(OC2=CC=CC=C2C(C1O)O)C1=CC=CC=C1